N-(2-Isobutyl-2-azaspiro[3.3]heptan-6-yl)-5-(quinolin-6-yl)pyrrolo[2,1-f][1,2,4]triazin-2-amine C(C(C)C)N1CC2(C1)CC(C2)NC2=NN1C(C=N2)=C(C=C1)C=1C=C2C=CC=NC2=CC1